2,2'-p-phenylenebis(4,4-dimethyl-2-oxazoline) C1(=CC=C(C=C1)C=1OCC(N1)(C)C)C=1OCC(N1)(C)C